BrC1=CC(=C(C=C1C)/N=C/N(C)CC)C (E)-N'-(4-bromo-2,5-dimethylphenyl)-N-ethyl-N-methylformimidamide